(R)-2-(3-Chloro-6-fluorobenzo[b]thiophene-2-carboxamido)-3-phenylpropanoic acid ClC=1C2=C(SC1C(=O)N[C@@H](C(=O)O)CC1=CC=CC=C1)C=C(C=C2)F